CON(C(=O)C1CC1)CC1=CC=C(C=C1)C1=NOC(=N1)C(F)(F)F N-Methoxy-N-[[4-[5-(trifluoromethyl)-1,2,4-oxadiazol-3-yl]phenyl]methyl]cyclopropancarboxamid